FC1=C(C2=C(C(C3=C(C4=C(OC(O4)(C)C)C=C3)SC2)=O)C=C1)F 9,10-difluoro-2,2-dimethylbenzo[5',6']thiepino[2',3':3,4]benzo[1,2-d][1,3]dioxol-6(11H)-one